C(C1=CC=CC=C1)O[C@@](CCCOC[C@H](C)O[Si](C)(C)C(C)(C)C)(C(F)(F)F)C1=NN=C(O1)C1=NC(=C(C=C1NC(OC(C)(C)C)=O)C(F)(F)F)Br tert-butyl N-[2-[5-[(1R)-1-benzyloxy-4-[(2S)-2-[tert-butyl (dimethyl)silyl]oxypropoxy]-1-(trifluoromethyl)butyl]-1,3,4-oxadiazol-2-yl]-6-bromo-5-(trifluoromethyl)-3-pyridyl]carbamate